CC1C(C(CC=C1)(C)C)C(\C=C\C)=O (2E)-1-[2,6,6-trimethyl-3-cyclohexen-1-yl]-2-buten-1-one